ClC=1C(=CC(=C(CN[C@@H](CO)C(=O)O)C1)OCC=1C=NC=CC1)OCC1=C(C(=CC=C1)C1=C2CCN(C2=CC=C1)CCCN1CC(CC1)O)C N-(5-chloro-2-((pyridin-3-yl)methoxy)-4-(3-(1-(3-(3-hydroxypyrrolidin-1-yl)propyl)indoline-4-yl)-2-methylbenzyloxy)benzyl)-L-serine